O1CCOC2=C1C=CC=C2C2=CC=C(C(=N2)OC)NC2=CC=C(CNCC1=CC(NC=C1)=O)C=C2 4-({4-[6-(2,3-Dihydro-benzo[1,4]dioxin-5-yl)-2-methoxy-pyridin-3-ylamino]-benzylamino}-methyl)-1H-pyridin-2-one